3-bromo-6-methyl-1,6-dihydro-7H-pyrrolo[2,3-c]pyridin-7-one BrC1=CNC=2C(N(C=CC21)C)=O